N,β,β,1-tetramethyl-L-tryptophan methyl ester COC([C@@H](NC)C(C1=CN(C2=CC=CC=C12)C)(C)C)=O